(1S,2R,3R,4R,5S)-4-((4-chloro-6-methoxypyrimidin-2-yl)amino)-1-(hydroxymethyl)-6,8-dioxabicyclo[3.2.1]octane-2,3-diol ClC1=NC(=NC(=C1)OC)N[C@@H]1[C@H]([C@H]([C@@]2(CO[C@H]1O2)CO)O)O